C(C)(=O)N1CCC(CC1)[C@@H](C)NS(=O)(=O)C1=CC(=C(C=C1)NC(C1=C(C=CC=C1)C)=O)C (R)-N-(4-(N-(1-(1-acetylpiperidin-4-yl)ethyl)sulfamoyl)-2-methyl-phenyl)-2-methylbenzamide